bis(isocyanato-1-methylethyl)benzol N(=C=O)C(C)(C)C1=C(C=CC=C1)C(C)(N=C=O)C